Toluene-2,4-diamine CC=1C(=CC(=CC1)N)N